COC1=CC=C(C=C1)CN1C(N(CCC1=O)C1=CC=C(C=C1)N1CCN(CC1)C(=O)OC(C)(C)C)=O Tert-butyl 4-[4-[3-[(4-methoxyphenyl)methyl]-2,4-dioxo-hexahydropyrimidin-1-yl]phenyl]piperazine-1-carboxylate